N-cyclopropyl-5-(1,2,3,6-tetrahydropyridin-4-yl)pyridine-2-carboxamide hydrochloride Cl.C1(CC1)NC(=O)C1=NC=C(C=C1)C=1CCNCC1